1-(3-chloro-2'-hydroxy-3'-(2,3,4,5-tetrahydro-1H-pyrido[4,3-b]indol-8-yl)-[1,1'-biphenyl]-4-yl)-3-methylimidazolidin-2-one ClC=1C=C(C=CC1N1C(N(CC1)C)=O)C1=C(C(=CC=C1)C1=CC=2C3=C(NC2C=C1)CCNC3)O